C(C)(C)(C)OC(COCCO)=O (2-Hydroxy-ethoxy)-acetic acid tert-butyl ester